6-Ethyl-4a-phenyloctahydro-2H-benzo[b][1,4]oxazine C(C)C1CC2(C(OCCN2)CC1)C1=CC=CC=C1